5-(1,1-difluoroethyl)-3-ethylsulfonyl-pyridin-2-amine FC(C)(F)C=1C=C(C(=NC1)N)S(=O)(=O)CC